dimethylfurfuryl-amine CN(CC1=CC=CO1)C